CCCCC/C=C\C/C=C\C/C=C\CCCCC(=O)O[C@H](COC(=O)CCCCCCC/C=C\C/C=C\C/C=C\CC)COP(=O)(O)OC[C@H](CO)O 1-(9Z,12Z,15Z-octadecatrienoyl)-2-(6Z,9Z,12Z-octadecatrienoyl)-glycero-3-phospho-(1'-sn-glycerol)